(3-ethoxyphenyl)boric acid C(C)OC=1C=C(C=CC1)OB(O)O